(8-phenyldibenzo[b,d]thiophen-1-yl)boronic acid C1(=CC=CC=C1)C=1C=CC2=C(C3=C(S2)C=CC=C3B(O)O)C1